1-Iodo-4-cyano-2-nitrobenzene IC1=C(C=C(C=C1)C#N)[N+](=O)[O-]